Methyl 4-(hydroxymethyl)cyclohexane-1-carboxylate OCC1CCC(CC1)C(=O)OC